ethyl 3-(1-(5-fluoro-6-iodo-1-methyl-1H-indazol-3-yl)ureido)propanoate FC=1C=C2C(=NN(C2=CC1I)C)N(C(=O)N)CCC(=O)OCC